CN1N=CC=C1C1=CC=C2C(=CN=C(C2=C1)N)C=1SC(=C(N1)CNC)C1CCOCC1 7-(1-methyl-1H-Pyrazol-5-yl)-4-(4-((methylamino)methyl)-5-(tetrahydro-2H-pyran-4-yl)thiazol-2-yl)isoquinolin-1-Amine